tert-Butyl (4-amino-3-((2,2,2-trifluoroethyl)amino)phenyl)carbamate NC1=C(C=C(C=C1)NC(OC(C)(C)C)=O)NCC(F)(F)F